(5-(3-(8-chloropyrido[3,4-d]pyrimidin-2-yl)phenyl)isoxazol-3-yl)-3-hydroxy-1-methylpyrrolidin-2-one ClC1=NC=CC2=C1N=C(N=C2)C=2C=C(C=CC2)C2=CC(=NO2)C2(C(N(CC2)C)=O)O